(2R,3R)-2,3-butanediol C[C@H]([C@@H](C)O)O